BrC1=C(C2=C(N=CS2)C=C1)Cl 6-bromo-7-chlorobenzo[d]thiazole